ClC1=CC(=CC(=N1)N1CC2=C(C=C(C=C2C1=O)CN(C(OC(C)(C)C)=O)C1(CCC1)C)C(F)(F)F)C1(CC(C1)(F)F)C1=NN=CN1C tert-butyl ((2-(6-chloro-4-(3,3-difluoro-1-(4-methyl-4H-1,2,4-triazol-3-yl)cyclobutyl)-pyridin-2-yl)-3-oxo-7-(trifluoromethyl)isoindolin-5-yl)methyl)(1-methylcyclobutyl)carbamate